C(C)OC(=O)C=1C(=NC(=NC1S(=O)(=O)C)N)C=1OC=CC1 2-amino-4-(furan-2-yl)-6-(methylsulfonyl)pyrimidine-5-carboxylic acid ethyl ester